OC1=C(C(=CC(=C1CNC(=O)N1CCC1)CCCCC)O)C1CCCC(=C1)C N-((2,6-dihydroxy-5'-methyl-4-pentyl-1',2',3',4'-tetrahydro-[1,1'-biphenyl]-3-yl)methyl)azetidine-1-carboxamide